N1(N=CC=C1)C1=CC=C(C=C1)C1=CN=C(O1)[C@H](CCCCCC(CC)=O)NC(=O)[C@H]1CC12CCN(CC2)CC (S)-N-((S)-1-(5-(4-(1H-pyrazol-1-yl)phenyl)oxazol-2-yl)-7-oxononyl)-6-ethyl-6-azaspiro[2.5]octane-1-carboxamide